cyclononen C1=CCCCCCCC1